[N+](=O)([O-])C1=C(C=CC(=C1)C(=O)N1CCN(CC1)C1=CC(=CC=C1)[N+](=O)[O-])S(=O)CC(=O)OCC Ethyl 2-((2-nitro-4-(4-(3-nitrophenyl)piperazine-1-carbonyl)phenyl)sulfinyl)acetate